C(C)(C)(C)OC(=O)N1CCC(CC1)\C=C\B1OC(C(O1)(C)C)(C)C.ClC=1C=C(C=CC1Cl)CC=1NC2=C(N1)C=CC=C2 2-(3,4-Dichlorophenylmethyl)benzimidazole tert-butyl-(E)-4-(2-(4,4,5,5-tetramethyl-1,3,2-dioxaborolan-2-yl)vinyl)piperidine-1-carboxylate